N-[2-(2-butylphenyl)[1,2,4]triazolo[1,5-a]pyridin-6-yl]-N'-[(pyridin-4-yl)methyl]urea C(CCC)C1=C(C=CC=C1)C1=NN2C(C=CC(=C2)NC(=O)NCC2=CC=NC=C2)=N1